(±)-2,3-dihydro-5,6-dimethoxy-2-[[1-(benzyl)-4-piperidinyl]methyl]-1H-inden-1-one COC=1C=C2C[C@H](C(C2=CC1OC)=O)CC1CCN(CC1)CC1=CC=CC=C1 |r|